7,8-difluoro-6-(5-methoxypyrimidin-2-yl)-2-[[(1R,3S)-3-[[6-oxo-5-(trifluoromethyl)-1H-pyridazin-4-yl]amino]cyclohexyl]methyl]isoquinolin-1-one FC1=C(C=C2C=CN(C(C2=C1F)=O)C[C@H]1C[C@H](CCC1)NC=1C=NNC(C1C(F)(F)F)=O)C1=NC=C(C=N1)OC